4-(4-propenoyl-cis-3,5-dimethylpiperazin-1-yl)-7-chloro-1-(4,6-diisopropylpyrimidin-5-yl)-6-fluoropyrido[2,3-d]Pyrimidin-2(1H)-one C(C=C)(=O)N1[C@@H](CN(C[C@@H]1C)C=1C2=C(N(C(N1)=O)C=1C(=NC=NC1C(C)C)C(C)C)N=C(C(=C2)F)Cl)C